COC1=C(C=C(C=C1)C)[C@]1([C@H](C1)C1=NC(=CC=C1)COC)C(=O)NS(=O)(=O)C=1C=2C=CC(=NC2C=CC1)C (1S,2S)-1-(2-methoxy-5-methylphenyl)-2-[6-(methoxymethyl)pyridin-2-yl]-N-(2-methylquinoline-5-sulfonyl)cyclopropane-1-carboxamide